C(C)[C@@H]1N(C[C@H](N(C1)C(C)C1=NC=2N(C=C1)N=CC2)CC)C=2C=1C(N(C(N2)=O)C)=CN(N1)CC#N 2-(7-((2S,5R)-2,5-diethyl-4-(1-(pyrazolo[1,5-a]pyrimidin-5-yl)ethyl)piperazin-1-yl)-4-methyl-5-oxo-4,5-dihydro-2H-pyrazolo[4,3-d]pyrimidin-2-yl)acetonitrile